tert-butyl 2-(1-(3,4-dichlorophenyl)-1H-pyrrolo[2,3-b]pyridine-2-carbonyl)-2,7-diazaspiro[3.5]nonane-7-carboxylate ClC=1C=C(C=CC1Cl)N1C(=CC=2C1=NC=CC2)C(=O)N2CC1(C2)CCN(CC1)C(=O)OC(C)(C)C